6-chloro-4-(cyclohexyloxy)nicotinonitrile ClC1=NC=C(C#N)C(=C1)OC1CCCCC1